((R)-1-(2-bromopyridin-4-yl)propyl)-N,2-dimethylpropane-2-sulfinamide BrC1=NC=CC(=C1)[C@H](CC)CC(C)(S(=O)NC)C